(R)-4-oxaspiro[2.5]octane-8-amine hydrochloride Cl.C1CC12OCCC[C@H]2N